4'-[4-(4-hydroxybutyl-oxy)benzoyl]chalcone OCCCCOC1=CC=C(C(=O)C2=CC=C(C(/C=C/C3=CC=CC=C3)=O)C=C2)C=C1